C(CCCCCC)[Si](OCCOCC)(CCCCCCC)CCCCCCC triheptyl-(2-ethoxyethoxy)silane